[K].C(C)N1CC(CC1)CS(=O)(=O)NC(NC1=C2CCCC2=CC=2CCCC12)=O 1-(1-Ethylpyrrolidin-3-yl)-N-((1,2,3,5,6,7-hexahydro-s-indacen-4-yl)carbamoyl)methanesulfonamide, potassium salt